C(C)C=1N=C2N(C=CC=C2)C1C(=O)C=1C=CC(=C(C#N)C1)O 5-[(2-ethylimidazo[1,2-a]pyridin-3-yl)carbonyl]-2-hydroxybenzonitrile